Sodium (6R,7R)-3-(acetoxymethyl)-7-((Z)-2-(2-aminothiazol-4-yl)-2-(methoxyimino)acetamido)-8-oxo-5-thia-1-azabicyclo[4.2.0]oct-2-ene-2-carboxylate C(C)(=O)OCC1=C(N2C([C@H]([C@H]2SC1)NC(\C(=N/OC)\C=1N=C(SC1)N)=O)=O)C(=O)[O-].[Na+]